4-ethynyl-1-(4-methoxybenzyl)-1H-pyrazole C(#C)C=1C=NN(C1)CC1=CC=C(C=C1)OC